N-[2-chloro-5-[5-cyano-4-(difluoromethoxy)-3-methyl-1H-pyrazol-1-yl]-4-fluorophenyl]-2,2,2-trifluoroacetamide ClC1=C(C=C(C(=C1)F)N1N=C(C(=C1C#N)OC(F)F)C)NC(C(F)(F)F)=O